C(C)(C)(C)OC(N(CC=1C=NC2=CC=CC=C2C1)C1=CC(=NC=2N1N=CC2C(C)C)Cl)=O (5-chloro-3-isopropylpyrazolo[1,5-a]pyrimidin-7-yl)(quinolin-3-ylmethyl)carbamic acid tert-butyl ester